C(C)N1C(=O)N(C(=O)C(=C1N)N=O)CC 1,3-diethyl-5-nitroso-6-aminouracil